C1(=C(C=CC2=CC=CC=C12)\N=C\C=1C=C2CCC=3C=CC(=C(C1O)C32)C3=CC=C(C=C3)OC)C3=C(C=CC2=CC=CC=C32)\N=C\C=3C=C2CCC=1C=CC(=C(C3O)C12)C1=CC=C(C=C1)OC rac-4,4'-((1E,1'E)-([1,1'-binaphthalene]-2,2'-diylbis(azaneylylidene))bis(methaneylylidene))bis(6-(4-methoxyphenyl)-1,2-dihydroacenaphthylen-5-ol)